Epoxy-butadiene C1=C(C=C)O1